N-[4-(3-chlorophenoxy)-3-sulfamoylphenyl]-2-[2-(2-methoxyethoxy)phenyl]acetamide ClC=1C=C(OC2=C(C=C(C=C2)NC(CC2=C(C=CC=C2)OCCOC)=O)S(N)(=O)=O)C=CC1